1-(1-methoxy-2-methylpropan-2-yl)-1H-pyrrole-3-carboxylic acid tert-butyl ester C(C)(C)(C)OC(=O)C1=CN(C=C1)C(COC)(C)C